2,5-dimethyl-4-((4-(4-n-pentylcyclohexyl)phenyl)ethynyl)benzene tert-butyl-6-(5-(trimethyl-silyl)-1H-1,2,3-triazol-1-yl)-1,4-oxazepane-4-carboxylate C(C)(C)(C)OC(=O)N1CCOCC(C1)N1N=NC=C1[Si](C)(C)C.CC1=CC=C(C(=C1)C#CC1=CC=C(C=C1)C1CCC(CC1)CCCCC)C